C(CC(C)C)C1=NC(=CC=C1)CCC(C)C 2,6-di-isoamyl-pyridine